N-{(4aR,6R)-2-[6-ethoxy-4-(2,4,6-trifluorophenyl)-1,2-benzoxazol-3-yl]-5,5-difluoro-1-oxooctahydropyrrolo[1,2-c]pyrimidin-6-yl}cyclopropanesulfonamide C(C)OC1=CC2=C(C(=NO2)N2C(N3[C@H](CC2)C([C@@H](C3)NS(=O)(=O)C3CC3)(F)F)=O)C(=C1)C1=C(C=C(C=C1F)F)F